(2R)-azetidine-2-carboxylic acid N1[C@H](CC1)C(=O)O